4-(ISO-PROPYLPHENYL-D11)-BORONIC ACID [2H]C1=C(C(=C(C(=C1B(O)O)[2H])[2H])C([2H])(C([2H])([2H])[2H])C([2H])([2H])[2H])[2H]